[3-(24,30-Difluoro-6-methyl-12,15-dioxo-26-oxa-3,14,21,32-tetrazapentacyclo[25.3.1.12,5.017,25.018,22]dotriaconta-1(31),2,4,17,19,22,24,27,29-nonaen-6-yl)phenyl]propanoic acid FC=1C=C2NC=CC2=C2CC(NCC(CCCCCC(C3=CN=C(C=4C(=CC=C(OC12)C4)F)N3)(C)C=3C=C(C=CC3)C(C(=O)O)C)=O)=O